5-[1-(t-Butyl-carbonyl-oxymethyl)-1H-tetrazol-5-yl]-2-chloro-4-[(2-thienylmethyl)amino]benzenesulfonamide C(C)(C)(C)C(=O)OCN1N=NN=C1C=1C(=CC(=C(C1)S(=O)(=O)N)Cl)NCC=1SC=CC1